S1C=NC(=C1)C1=CC=C(C=2N=C(OC21)N2CC1N(C(C2)C1)C(=O)OC(C)(C)C)C(C(F)(F)F)OCC1(CC1)O tert-Butyl 3-(7-(thiazol-4-yl)-4-(2,2,2-trifluoro-1-((1-hydroxycyclopropyl)methoxy)ethyl)benzo[d]oxazol-2-yl)-3,6-diazabicyclo[3.1.1]heptane-6-carboxylate